N1,N12-DIACETYLSPERMINE CC(=O)NCCCNCCCCNCCCNC(=O)C